FC1(CCN(CCC1)C1=NC2=CC=CC=C2C=C1C=1NC=2C=CN=C(C2C(C1)=O)C#N)F 2-[2-(4,4-difluoroazepan-1-yl)-3-quinolyl]-4-oxo-1H-1,6-naphthyridine-5-carbonitrile